5-chloro-3-methyl-quinazolin-4(3H)-one ClC1=C2C(N(C=NC2=CC=C1)C)=O